NC1=CC(=C(C=C1)C(\C=C\C1=CC(=CC=C1)OC)=O)O (E)-1-(4-Amino-2-hydroxyphenyl)-3-(3-methoxyphenyl)prop-2-en-1-one